N-butyl-1-(o-tolyl)-N-(o-tolyl(3-(tributylsilyl)phenyl)phosphaneyl)-1-(3-(tributylsilyl)phenyl)phosphanamine C(CCC)N(P(C1=CC(=CC=C1)[Si](CCCC)(CCCC)CCCC)C1=C(C=CC=C1)C)P(C1=CC(=CC=C1)[Si](CCCC)(CCCC)CCCC)C1=C(C=CC=C1)C